N-((1-(2,3-difluorophenyl)-1,2,3,4-tetrahydroquinolin-3-yl)methyl)acrylamide FC1=C(C=CC=C1F)N1CC(CC2=CC=CC=C12)CNC(C=C)=O